rac-(4aR,7aS)-1-(2-(4-Chloro-2-fluorophenyl)-2-methylbenzo[d][1,3]dioxol-4-yl)octahydrofuro[3,4-b]pyrazine ClC1=CC(=C(C=C1)C1(OC2=C(O1)C=CC=C2N2[C@H]1[C@@H](NCC2)COC1)C)F |r|